5-hydroxy-8-(4-methoxyphenyl)-2-(methylsulfanyl)pyrido[2,3-d]pyrimidin-7-one OC1=CC(N(C=2N=C(N=CC21)SC)C2=CC=C(C=C2)OC)=O